FC(C1=CC=2CNC[C@@H]3N(C2N=C1)CCNC3)(F)F (S)-3-(trifluoromethyl)-6,7,7a,8,10,11-hexahydropyrazino[1,2-a]pyrido[3,2-f][1,4]diazepine